N1(C=NC2=C1C=CC=C2)CC2=CC=C(C=C2)B(O)O (4-((1H-benzo[d]imidazol-1-yl)methyl)phenyl)boronic acid